ClC=1C=NN(C1C1=NN2C(N(C(CC2)=O)CC2=CC=C(C=C2)N2N=CC=C2OC)=C1)C(C)C 2-(4-chloro-1-isopropyl-1H-pyrazol-5-yl)-4-(4-(5-methoxy-1H-pyrazol-1-yl)benzyl)-6,7-dihydropyrazolo[1,5-a]pyrimidin-5(4H)-one